FC(C=1C(=C(C=CC1)C(C)NC1=N[C@@H](N(C2=CC(=C(C=C12)[N+](=O)[O-])F)[2H])C)F)F (R)-N-(1-(3-(difluoromethyl)-2-fluorophenyl)ethyl)-7-fluoro-2-methyl-6-nitroquinazolin-4-amine-1-d